ClC1=NC=C(C(=N1)Cl)COC1CC(C1)(C(=O)OC)C methyl (1r,3r)-3-[(2,4-dichloro-5-pyrimidinyl) methoxy]-1-methylcyclobutanecarboxylate